4-[4-(5-{[(1S,2S,3R)-2-fluoro-8-azabicyclo[3.2.1]octan-3-yl](methyl)amino}pyrazin-2-yl)-3-hydroxyphenyl]-1,2-dihydropyridin-2-one F[C@H]1[C@@H]2CCC(C[C@H]1N(C=1N=CC(=NC1)C1=C(C=C(C=C1)C1=CC(NC=C1)=O)O)C)N2